C1(CC1)C=1C=C(OC=2C(=CC=3N(N2)C=CC3)C3=NOC[C@H](N3)CC3=C(C=C(C=C3)C)C)C=CC1 |r| (5RS)-3-[2-(3-cyclopropylphenoxy)pyrrolo[1,2-b]pyridazin-3-yl]-5-[(2,4-dimethylphenyl)methyl]-5,6-dihydro-4H-1,2,4-oxadiazine